methylenebis(ethyldimethylammonium) C([N+](C)(C)CC)[N+](C)(C)CC